(E)-3-[1-(2-fluorophenyl)cyclopropyl]prop-2-enoic acid FC1=C(C=CC=C1)C1(CC1)/C=C/C(=O)O